(3S)-4-cyclopropyl-3-methyl-4-oxobutanoic acid tert-butyl ester C(C)(C)(C)OC(C[C@@H](C(=O)C1CC1)C)=O